C1(CC1)C=1C(=NC=CC1)OCC(C(=O)N[C@@H]1[C@H](CNCC1)C)(F)F 3-((3-cyclopropylpyridin-2-yl)oxy)-2,2-difluoro-N-((3s,4s)-3-methylpiperidin-4-yl)propanamide